C(C1=CC=CC=C1)OC(=O)NC(C(=O)O)CCN(CCCCC1=NC=2NCCCC2C=C1)C1CC1 2-(benzyloxycarbonylamino)-4-[cyclopropyl-[4-(5,6,7,8-tetrahydro-1,8-naphthyridin-2-yl)butyl]amino]butanoic acid